C=1(NC(=C2C=CC=CC12)N)N 2H-Isoindole-1,3-diamine